BrC1=CC=CC=2C3=CC=CC=C3C3(C12)C1=CC=CC=C1C(C=1C=CC=CC13)(C1=CC=CC=C1)C1=CC=CC=C1 bromo-10,10-diphenyl-10H-spiro[anthracene-9,9'-fluorene]